tert-butyl-(E)-3-(3-(2,4-dioxotetrahydropyrimidin-1(2H)-yl)-2-methylphenyl)acrylate C(C)(C)(C)OC(\C=C\C1=C(C(=CC=C1)N1C(NC(CC1)=O)=O)C)=O